(S)-N-(pyridin-2-yl)-5-(pyrrolidin-3-ylamino)quinoline-8-carboxamide hydrochloride Cl.N1=C(C=CC=C1)NC(=O)C=1C=CC(=C2C=CC=NC12)N[C@@H]1CNCC1